NC=1C=CC=C2C=CN(C12)C(=O)OC(C)(C)C tert-Butyl 7-amino-1H-indole-1-carboxylate